2-(5-bromo-7-(trifluoromethyl)benzofuran-2-yl)ethanol BrC=1C=C(C2=C(C=C(O2)CCO)C1)C(F)(F)F